5-(((4'-(methylthio)-[1,1'-biphenyl]-4-yl)methyl)thio)-1H-1,2,3-triazole-4-carboxylic acid CSC1=CC=C(C=C1)C1=CC=C(C=C1)CSC1=C(N=NN1)C(=O)O